1-[2-(2-methoxy-5-nitrophenoxy)ethyl]-3-methylimidazolium COC1=C(OCCN2C=[N+](C=C2)C)C=C(C=C1)[N+](=O)[O-]